1-isoamyl-2(1H)-pyridone C(CC(C)C)N1C(C=CC=C1)=O